C(CCCCCCCCCCCCCCCC)=O n-heptadecaldehyde